FC1(CN(CC1)C1=CC2=C(CCC=3C(C=4C=CC=CC4NC23)=O)C=C1)F 2-(3,3-difluoropyrrolidin-1-yl)-6,12-dihydrobenzo[c]acridin-7(5H)-one